methyl 2-(6-acetyl-1-((2-(trimethylsilyl)ethoxy)methyl)-1H-pyrrolo[2,3-b]pyridin-2-yl)-1-cyclopropyl-6-fluoro-1H-benzo[d]imidazole-5-carboxylate C(C)(=O)C1=CC=C2C(=N1)N(C(=C2)C2=NC1=C(N2C2CC2)C=C(C(=C1)C(=O)OC)F)COCC[Si](C)(C)C